N-phenyl-4-(3-vinyl-benzyloxy)aniline butyl-4-(1-bromo-2-oxoethyl)piperidine-1-carboxylate C(CCC)OC(=O)N1CCC(CC1)C(C=O)Br.C1(=CC=CC=C1)NC1=CC=C(C=C1)OCC1=CC(=CC=C1)C=C